BrC1=C(C=C(C=N1)N)Cl 6-bromo-5-chloro-3-pyridinamine